1-{6-[(1S,4S)-2,5-diazabicyclo[2.2.1]heptan-2-yl]pyridin-3-yl}-5',7'-difluoro-2',7-dimethyl-1H,2'H-3,4'-biindazole [C@@H]12N(C[C@@H](NC1)C2)C2=CC=C(C=N2)N2N=C(C1=CC=CC(=C21)C)C=2C1=CN(N=C1C(=CC2F)F)C